N-(4-(2-(methylcarbamoyl)pyridin-4-yloxy)phenyl)-4-(4-(trifluoromethyl)phenyl)picolinamide CNC(=O)C1=NC=CC(=C1)OC1=CC=C(C=C1)NC(C1=NC=CC(=C1)C1=CC=C(C=C1)C(F)(F)F)=O